5-(tri-fluoromethyl)phenol FC(C=1C=CC=C(C1)O)(F)F